6-(10-phenyl-anthracene-9-yl)-2-(4-pyridin-3-yl-phenyl)-7-azabenzoxazole C1(=CC=CC=C1)C1=C2C=CC=CC2=C(C2=CC=CC=C12)C1=NC2=C(N=C(O2)C2=CC=C(C=C2)C=2C=NC=CC2)C=C1